glycerine diacrylate C(C=C)(=O)O.C(C=C)(=O)O.OCC(O)CO